S(=O)(=O)([O-])[O-].[NH4+].[NH4+] (ammonium) sulphate